C(C1=CC=CC=C1)(=O)CCCCC(C1=CC=CC=C1)=O 1,4-dibenzoylbutane